C1(CC1)C1=NN(C=N1)C1CC2(CN(C2)C(=O)N2CC(C2)OCC2=C(C=C(C=C2)S(=O)(=O)C)F)C1 [6-(3-cyclopropyl-1,2,4-triazol-1-yl)-2-azaspiro[3.3]heptan-2-yl]-[3-(2-fluoro-4-mesyl-benzyl)oxyazetidin-1-yl]methanone